CN1C(C(=C(C2=CC(=CC=C12)C#N)N1CCC(CC1)C=1OC2=C(N1)C=C(C=C2)C)C#N)=O 1-methyl-4-[4-(5-methyl-1,3-benzoxazol-2-yl)piperidin-1-yl]-2-oxo-1,2-dihydroquinoline-3,6-dicarbonitrile